tert-Butyl 4-(1-methoxy-1-oxopropan-2-yl)-2-methylpiperazine-1-carboxylate COC(C(C)N1CC(N(CC1)C(=O)OC(C)(C)C)C)=O